CS(=O)(=O)C1=CC=C(C=C1)NC=1N=CC2=C(N1)C(=NC=C2)C#CC2=CC=C(C#N)C=C2 4-((2-((4-(methylsulfonyl)phenyl)amino)pyrido[3,4-d]pyrimidin-8-yl)ethynyl)benzonitrile